benzyl 3-(1-tert-butoxycarbonylazetidin-2-yl)-3-methoxy-pyrrolidine-1-carboxylate C(C)(C)(C)OC(=O)N1C(CC1)C1(CN(CC1)C(=O)OCC1=CC=CC=C1)OC